dimethoxybenzaldehyde dimethyl acetal COC(C1=C(C(=CC=C1)OC)OC)OC